C(C)(C)(C)OC(NCCCC[C@@H](C(=O)N1CC2=C(N=C(N=C2OC2=C(C=C(C=C2C)C#N)C)NC2=CC=C(C=C2)C#N)CC1)NC(O)=O)=O (S)-(6-(4-(4-cyano-2,6-dimethylphenoxy)-2-((4-cyanophenyl)amino)-7,8-dihydropyrido[4,3-d]pyrimidin-6(5H)-yl)-6-oxohexane-1,5-diyl)dicarbamic acid tert-butyl ester